8-(3,5-dichlorophenyl)-4-(tetrahydro-2H-pyran-4-yl)quinoline-3-carboxylic acid ClC=1C=C(C=C(C1)Cl)C=1C=CC=C2C(=C(C=NC12)C(=O)O)C1CCOCC1